2-(2-(3-acetyl-5-(2-methylpyrazolo[1,5-a]pyrimidin-6-yl)-1H-indazol-1-yl)acetyl)-N-(6-bromopyridin-2-yl)-2-azabicyclo[2.1.1]hexane-1-carboxamide C(C)(=O)C1=NN(C2=CC=C(C=C12)C=1C=NC=2N(C1)N=C(C2)C)CC(=O)N2C1(CC(C2)C1)C(=O)NC1=NC(=CC=C1)Br